(S)-4-(4-Methoxybenzyl)-6-methyl-1,4-oxazepan-6-ol COC1=CC=C(CN2CCOC[C@](C2)(O)C)C=C1